CN(C)C=NN=CN(C)C N,N'-bis(dimethylaminomethylene)hydrazine